8-Diethylphosphonoethylthio-guanosine C(C)OP(=O)(OCC)CCSC=1N([C@H]2[C@H](O)[C@H](O)[C@@H](CO)O2)C=2N=C(NC(C2N1)=O)N